ClC1=CC=C(C(=O)N2CCC3(CC2)C(NC2=CC=CC=C23)=O)C=C1 1'-(4-chlorobenzoyl)-2-oxospiro[indoline-3,4'-piperidine]